NC1=NC=CC(=C1C1=CC=C(C=C1)Cl)C=1C(=NN(C1)C(CN)C1=CC=CC=C1)CO {4-[2-amino-3-(p-chlorophenyl)-4-pyridinyl]-1-(2-amino-1-phenylethyl)-1H-pyrazol-3-yl}methanol